3-ethoxy-2-chlorocyclobutanone C(C)OC1C(C(C1)=O)Cl